1-fluoro-6,7,8,9-tetrahydro-5H-5,8-epiminocyclohepta[c]pyridine FC1=NC=CC2=C1CC1CCC2N1